Cl.CC=1N=C2C(=C3CNCCC13)CN(C2)C(C)=O 1-(5-methyl-1,3,6,7,8,9-hexahydro-2,4,8-triaza-cyclopenta[a]naphthalen-2-yl)-ethanone hydrochloride